C(C1=CC=CC=C1)N(CC(=O)OC(C)(C)C)C[C@@H](C)Cl tert-butyl (R)-N-benzyl-N-(2-chloropropyl)glycinate